(2-fluorophenyl)sulfonyl-4-(5-(trifluoromethyl)-1,2,4-oxadiazol-3-yl)benzamide FC1=C(C=CC=C1)S(=O)(=O)C1=C(C(=O)N)C=CC(=C1)C1=NOC(=N1)C(F)(F)F